1,3-dibromo-5,5-dimethyl-hydantoin BrN1C(=O)N(C(=O)C1(C)C)Br